(5-(2-(dimethylamino)-1,1-difluoro-2-oxoethyl)-1,3,4-thiadiazol-2-yl)-4-(2-fluoro-6-methoxy-3-methylphenyl)-6-methylnicotinamide CN(C(C(F)(F)C1=NN=C(S1)C1=C(C(=O)N)C(=CC(=N1)C)C1=C(C(=CC=C1OC)C)F)=O)C